C(C)[C@@]12N(C=3C(=NN=C(C3)C3=C(C(=CC=C3)F)OC)NC1)C[C@H](C2)O (6aS,8S)-6a-ethyl-2-(3-fluoro-2-methoxyphenyl)-5,6,6a,7,8,9-hexahydropyrrolo[1',2':4,5]pyrazino[2,3-c]pyridazin-8-ol